C1=CC=CC=2C3=CC=CC=C3C(C12)COC(=O)N[C@H](C(=O)O)[C@H](C)N=[N+]=[N-] (2S,3S)-2-(9-Fluorenylmethyl-oxycarbonyl)amino-3-azido-butanoic acid